ClC1=C(C(=CC=C1)F)N1CCC(CC1)N1C(N(C=2C(C1)=CN(N2)C)CC2=C(C=CC=C2)C2CC2)=O 5-[1-(2-Chloro-6-fluoro-phenyl)-piperidin-4-yl]-7-(2-cyclopropyl-benzyl)-2-methyl-2,4,5,7-tetrahydro-pyrazolo[3,4-d]pyrimidin-6-on